1,1-dichloro-2,2-di(4-chlorophenyl)ethylene ClC(=C(C1=CC=C(C=C1)Cl)C1=CC=C(C=C1)Cl)Cl